FC1(CC(C1)NC=1C(=NC(=CC1)C=1C=NC=CC1)NC1(CC(C1)(F)F)C)F N3-(3,3-difluorocyclobutyl)-N2-(3,3-difluoro-1-methyl-cyclobutyl)-6-(3-pyridyl)pyridine-2,3-diamine